3-(2-(2-methylazetidin-1-yl)ethyl)-5-fluoro-1H-pyrrolo[2,3-b]pyridine CC1N(CC1)CCC1=CNC2=NC=C(C=C21)F